8-(3-methoxy-2,6-dimethylphenyl)-6-(1-methyl-1H-pyrazol-4-yl)pyrido[3,4-d]pyrimidin-4-amine COC=1C(=C(C(=CC1)C)C1=NC(=CC2=C1N=CN=C2N)C=2C=NN(C2)C)C